2-bromo-6-(3-(trifluoromethyl)bicyclo[1.1.1]pentan-1-yl)pyrimidine-4,5-diamine BrC1=NC(=C(C(=N1)N)N)C12CC(C1)(C2)C(F)(F)F